O=C1C(=CN(C(=C1)C1=CC=C(C=C1)N1CCCC1)C1=CC2=C(N=C(O2)N2CC3C(C2)COC3)C=C1)C(=O)O 4-oxo-6-(4-(pyrrolidin-1-yl)phenyl)-1-(2-(tetrahydro-1H-furo[3,4-c]pyrrol-5(3H)-yl)Benzo[d]oxazol-6-yl)-1,4-dihydropyridine-3-carboxylic acid